4-Bromo-N-(4-(N,N-dipropylsulfamoyl)phenyl)-3-iodobenzamide BrC1=C(C=C(C(=O)NC2=CC=C(C=C2)S(N(CCC)CCC)(=O)=O)C=C1)I